2-[1-[2-[1-(4-Cyanophenyl)-3-methyl-pyrazol-4-yl]-6-methyl-4-oxo-chromen-8-yl]ethylamino]benzoic acid C(#N)C1=CC=C(C=C1)N1N=C(C(=C1)C=1OC2=C(C=C(C=C2C(C1)=O)C)C(C)NC1=C(C(=O)O)C=CC=C1)C